2-[4-[6-[6-(Difluoromethyl)imidazo[1,2-b]pyridazin-3-yl]pyrimidin-4-yl]-3-methyl-piperazin-2-yl]ethanol FC(C=1C=CC=2N(N1)C(=CN2)C2=CC(=NC=N2)N2C(C(NCC2)CCO)C)F